acrylohydrazide sulfide C(C=C)(=O)[NH+](N)[S-]